(4-pyridinyl)quinolin-6-ol N1=CC=C(C=C1)C1=NC2=CC=C(C=C2C=C1)O